ClC=1C=C(NC2(CCC3([C@H](CC4=CC=CC=C34)C[C@H](COC3=C4C(=NC=C3)OCCC4)C)CC2)C(=O)O)C=CC1 (1r,2'S,4S)-4-(3-chloroanilino)-2'-{(2R)-3-[(3,4-dihydro-2H-pyrano[2,3-b]pyridin-5-yl)oxy]-2-methylpropyl}-2',3'-dihydrospiro[cyclohexane-1,1'-indene]-4-carboxylic acid